(2S,4S)-1-((R)-2-(2-naphthamido)-3-cyclohexylpropanoyl)-N-((S or R)-4-(2-amino-2-oxoacetyl)oxepan-4-yl)-4-(5-(2-hydroxypropan-2-yl)-1H-1,2,3-triazol-1-yl)pyrrolidine-2-carboxamide C1=C(C=CC2=CC=CC=C12)C(=O)N[C@@H](C(=O)N1[C@@H](C[C@@H](C1)N1N=NC=C1C(C)(C)O)C(=O)N[C@@]1(CCOCCC1)C(C(=O)N)=O)CC1CCCCC1 |o1:33|